C[C@@H]1CNC2=C(O1)N=CC(=C2C)C=2C(=C(C=1C=NC(=NC1C2)NC2=CC=C1CCN(CC1=C2)C)N)F |o1:1| (R or S)-7-(3,8-dimethyl-2,3-dihydro-1H-pyrido[2,3-b][1,4]oxazin-7-yl)-6-fluoro-N2-(2-methyl-1,2,3,4-tetrahydroisoquinolin-7-yl)quinazoline-2,5-diamine